C(=O)(O)C(O)C(O)C(=O)O.BrC=1NC2=CC=CC=3C4=C[C@H](CN([C@@H]4CC1C32)C)C(=O)N(CC)CC.BrC=3NC2=CC=CC=1C4=C[C@H](CN([C@@H]4CC3C12)C)C(=O)N(CC)CC (6aR,9R)-5-bromo-N,N-diethyl-7-methyl-4,6,6a,7,8,9-hexahydroindolo[4,3-fg]quinoline-9-carboxamide hemitartrate